C(C)(C)(C)C1=CC2=C(OP(OC3=C2C=C(C=C3C(C)(C)C)C(C)(C)C)OCC(CC3=CC(=C(C(=C3)C)O)C(C)(C)C)(C)C)C(=C1)C(C)(C)C 2,4,8,10-tetra-t-butyl-6-[2,2-dimethyl-3-(3-t-butyl-4-hydroxy-5-methylphenyl)propoxy]-dibenzo[d,f][1,3,2]dioxaphosphepin